1,4-bis(diamylphosphino)butane C(CCCC)P(CCCCP(CCCCC)CCCCC)CCCCC